FC=1C=C(C(=O)NCC2CCC(CC2)N2N=C3C=C(C=CC3=C2)C=2N=C(SC2)N2CCOCC2)C=C(C1O)F 3,5-difluoro-4-hydroxy-N-{[(1r,4r)-4-{6-[2-(morpholin-4-yl)-1,3-thiazol-4-yl]-2H-indazol-2-yl}cyclohexyl]methyl}benzamide